ClC=1C=C(C(=NC1C(F)(F)F)N1CCC(CCC1)(F)F)B(O)O [5-chloro-2-(4,4-difluoroazepan-1-yl)-6-(trifluoromethyl)-3-pyridyl]boronic Acid